C(C)N1CCC(CC1)N(C1=NC2=CC(=NC=C2C=C1)NC1=C(C=C(C=C1)N1N=C(C=C1)CO)F)CC(=O)O [(1-ethylpiperidin-4-yl)[7-([2-fluoro-4-[3-(hydroxymethyl)pyrazol-1-yl]phenyl]amino)-1,6-naphthyridin-2-yl]amino]acetic acid